(8-Bromo-2,3-dihydro-4H-pyrido[4,3-b][1,4]oxazin-4-yl)(1-(3-fluorobenzyl)azetidine-3-yl)methanone BrC1=CN=CC2=C1OCCN2C(=O)C2CN(C2)CC2=CC(=CC=C2)F